CN1CC2=CC(=CC(=C2CC1)C(F)(F)F)NC1=NC=C2C(=N1)N(N=C2)[C@H]2C[C@@H](CCC2)C(=O)N (1R,3R)-3-(6-((2-methyl-5-(trifluoromethyl)-1,2,3,4-tetrahydroisoquinolin-7-yl)amino)-1H-pyrazolo[3,4-d]pyrimidin-1-yl)cyclohexane-1-carboxamide